rac-(1R,2R,5R)-1-amino-5-(2-boronoethyl)-2-hydroxycyclohexane-1-carboxylic acid hydrochloride Cl.N[C@]1([C@@H](CC[C@H](C1)CCB(O)O)O)C(=O)O |r|